C(C1=CC=CC=C1)OC1=NSC(=C1C1=COC=C1)I 3-benzyloxy-4-(3-furyl)-5-iodoisothiazole